(±)-N-(4,5-dichloro-2-fluorophenyl)-4-fluoro-6,7,8,9-tetrahydro-5H-6,9-epiminocyclohepta[d]pyrimidine-10-carboxamide ClC1=CC(=C(C=C1Cl)NC(=O)N1C2CC3=C(N=CN=C3F)C1CC2)F